tert-butyl 7-((1-(4-nitrophenyl) piperidin-4-yl) methyl)-2,7-diazaspiro[3.5]nonane-2-carboxylate [N+](=O)([O-])C1=CC=C(C=C1)N1CCC(CC1)CN1CCC2(CN(C2)C(=O)OC(C)(C)C)CC1